6-(trifluoromethyl)-1,2,3,4-tetrahydroquinazoline-2,4-dione FC(C=1C=C2C(NC(NC2=CC1)=O)=O)(F)F